CC(CC(=O)[O-])CCC(=O)[O-] 3-methyladipic acid anion